3-((5-bromo-4-methylbenzo[d]isoxazol-3-yl)amino)propanamide BrC=1C=CC2=C(C(=NO2)NCCC(=O)N)C1C